2'-[ethylenebis(iminotrimethyleneimino)]bis(ethaneamine) C(CNCCCNCCN)NCCCNCCN